N1N=NC2=C1C(=CC=C2)C=2C=1N(C(=NC2)NCC2=C(C=CC3=C2CCO3)F)C=NN1 8-(1H-benzo[d][1,2,3]triazol-7-yl)-N-((5-fluoro-2,3-dihydrobenzofuran-4-yl)methyl)-[1,2,4]triazolo[4,3-c]pyrimidin-5-amine